N1=C(N=CC=C1)C=1C(=NC=CN1)C(C)N1C(C2=CC=CC=C2C1=O)=O (1-(3-(pyrimidin-2-yl)pyrazin-2-yl)ethyl)isoindoline-1,3-dione